9,10-dichloro-3-fluoro-5',5'-dimethyl-4',5'-dihydro-2'H,6H-spiro[benzo[4,5]imidazo[2,1-a]isoquinoline-5,3'-furan]-2'-one ClC1=CC2=C(N=C3N2CC2(C(OC(C2)(C)C)=O)C=2C=C(C=CC32)F)C=C1Cl